(R)-N-(2-(1,2-dimethyl-2,5-dihydro-1H-pyrrol-3-yl)thieno[2,3-b]pyridin-4-yl)benzo[d]thiazol-5-amine CN1[C@@H](C(=CC1)C1=CC=2C(=NC=CC2NC=2C=CC3=C(N=CS3)C2)S1)C